F[C@@H]1C[C@H](N(C1)C(C)=O)C=1OC(=NN1)CCCC(F)(F)F 1-((2S,4R)-4-fluoro-2-(5-(4,4,4-trifluorobutyl)-1,3,4-oxadiazol-2-yl)pyrrolidin-1-yl)ethan-1-one